C(C)[SiH](OCCCOCC)CCCC ethyl-butyl-ethoxypropoxysilane